(4-(trifluoromethyl)phenyl)-5-(3,4,5-trimethoxyphenyl)Azole-4-carboxylic acid ethyl ester C(C)OC(=O)C=1C=C(NC1C1=CC(=C(C(=C1)OC)OC)OC)C1=CC=C(C=C1)C(F)(F)F